ClC1=C2C=C(NC2=CC(=C1)Cl)C(=O)N1C(C2C3CCC(C2C1)C3)C(=O)N[C@@H](C[C@H]3C(NCC3)=O)C(CO)=O 2-(4,6-dichloro-1H-indole-2-carbonyl)-N-((S)-4-hydroxy-3-oxo-1-((S)-2-oxopyrrolidin-3-yl)butan-2-yl)octahydro-1H-4,7-methanoisoindole-1-carboxamide